C1(CC1)C1=NNC(=C1)NC(CC=1C=NN(C1)C=1SC(=CN1)C)=O N-(3-cyclopropyl-1H-pyrazol-5-yl)-2-(1-(5-methylthiazol-2-yl)-1H-pyrazol-4-yl)acetamide